5-(2-fluoropyridin-3-yl)-N-(1,2,3,4-tetrahydroisoquinolin-6-yl)-1H-indazole-3-carboxamide FC1=NC=CC=C1C=1C=C2C(=NNC2=CC1)C(=O)NC=1C=C2CCNCC2=CC1